CNC=1C(=NC=CC1)B(O)O 3-(METHYLAMINO)PYRIDIN-2-YLBORONIC ACID